N-((1S)-cycloheptyl(6-(((5S)-2-oxo-5-(trifluoromethyl)pyrrolidin-3-yl)methyl)imidazo[1,2-b]pyridazin-2-yl)methyl)-1-ethyl-1H-pyrazole-5-carboxamide C1(CCCCCC1)[C@H](NC(=O)C1=CC=NN1CC)C=1N=C2N(N=C(C=C2)CC2C(N[C@@H](C2)C(F)(F)F)=O)C1